N1(N=CC=C1)C1=CC=C(CN(C2=NC=C(C=C2)OCCN2CCOCC2)CC2=CC(=CC=C2)OC)C=C1 N-(4-(1H-pyrazol-1-yl)benzyl)-N-(3-methoxybenzyl)-5-(2-morpholinoethoxy)pyridin-2-amine